C(C)(=O)NCCN(CCN)CCNC(C)=O N,N-bis(2-acetamidoethyl)ethylenediamine